FC(CC(=O)O)C 3-fluoro-butanic acid